ClC1=C2C(=NC=C1C=1C(=C(C(=O)N(C)CCO)C=CC1)F)NCC21CC1 3-(4'-Chloro-1',2'-dihydrospiro[cyclopropane-1,3'-pyrrolo[2,3-b]pyridin]-5'-yl)-2-fluoro-N-(2-hydroxyethyl)-N-methylbenzamide